FC1=C(C#N)C=CC=C1C=1N=NC(=C(C1)C(F)(F)F)NC1C[C@@H]2[C@@H](CN(C2)CC2CCOCC2)C1 2-fluoro-3-(6-(((3aR,5s,6aS)-2-((tetrahydro-2H-pyran-4-yl)methyl)octahydro-cyclopenta[c]pyrrol-5-yl)amino)-5-(trifluoro-methyl)pyridazin-3-yl)benzonitrile